N[C@H](C(=O)O)CC(N1CCCCC1)=O (S)-2-amino-4-oxo-4-(piperidin-1-yl)butanoic acid